N-(3-(2-ethyl-7-(methylthio)-2,3-dihydro-[1,4]dioxino[2,3-c]pyridin-5-yl)-1H-pyrrolo[2,3-c]pyridin-5-yl)acetamide C(C)C1OC2=C(C(=NC(=C2)SC)C2=CNC3=CN=C(C=C32)NC(C)=O)OC1